C(C)S(=O)(=O)C1=CC=CO1 5-ethylsulfonylfuran